C1(=C(CCCC1)C(=O)O)C(=O)O 1,2-cyclohexenedicarboxylic acid